(2E,7E)-9-hydroxy-7-methylnon-2,7-dien-5-yn-1-yl acetate C(C)(=O)OC\C=C\CC#C\C(=C\CO)\C